FC1(CCN(CCC1)C1=CC=C2C(=N1)CCC2)F 2-(4,4-difluoroazepan-1-yl)-6,7-dihydro-5H-cyclopenta[B]pyridine